(3-(2-(3,5-dichlorophenyl)benzo[d]oxazole-6-carbonyloxy)propyl)triphenylphosphonium bromide [Br-].ClC=1C=C(C=C(C1)Cl)C=1OC2=C(N1)C=CC(=C2)C(=O)OCCC[P+](C2=CC=CC=C2)(C2=CC=CC=C2)C2=CC=CC=C2